COC1=C(C=C2C=CC=NC2=C1)C(=O)N 7-methoxyquinoline-6-carboxylic acid amide